(2R)-N-{2-[(4-chlorophenyl)methyl]-2-azaspiro[3.3]heptan-6-yl}-2-methyl-4-[5-(trifluoromethyl)pyrazin-2-yl]piperazine-1-carboxamide ClC1=CC=C(C=C1)CN1CC2(C1)CC(C2)NC(=O)N2[C@@H](CN(CC2)C2=NC=C(N=C2)C(F)(F)F)C